N4-(8-chlorocinnolin-4-yl)-N2-(4-(4-methylpiperazin-1-yl)phenyl)pyrimidine-2,4-diamine ClC=1C=CC=C2C(=CN=NC12)NC1=NC(=NC=C1)NC1=CC=C(C=C1)N1CCN(CC1)C